The molecule is a stilbenoid that is trans-stilbene which has been substituted by hydroxy groups at positions 2, 3, 5, and 4', and in which the hydroxy group at positon 2 has then been converted to the corresponding the beta-D-glucoside. It has a role as an antioxidant, a cyclooxygenase 2 inhibitor, an anti-inflammatory agent, a cardioprotective agent, a platelet aggregation inhibitor and an apoptosis inhibitor. It is a stilbenoid, a beta-D-glucoside and a member of resorcinols. C1=CC(=CC=C1/C=C/C2=C(C(=CC(=C2)O)O)O[C@H]3[C@@H]([C@H]([C@@H]([C@H](O3)CO)O)O)O)O